The molecule is a C21-steroid that is cortisone bearing an additional hydroxy substituent at the 6beta-position. It is produced as a metabolite of cortisol by cytochrome p450-3A4 (CYP3A4, an important enzyme involved in the metabolism of a variety of exogenous and endogenous compounds) and can be used to detect moderate and potent CYP3A4 inhibition in vivo. It has a role as a probe and a human metabolite. It is a C21-steroid, a 6beta-hydroxy steroid, a 3-oxo-Delta(4) steroid, a 21-hydroxy steroid, a 20-oxo steroid, a 17alpha-hydroxy steroid, an 11-oxo steroid, a primary alpha-hydroxy ketone and a tertiary alpha-hydroxy ketone. It derives from a cortisone. C[C@]12CCC(=O)C=C1[C@@H](C[C@@H]3[C@@H]2C(=O)C[C@]4([C@H]3CC[C@@]4(C(=O)CO)O)C)O